5-(2,3-dimethylphenyl)-3-iodo-6-(methoxy-d3)-1-(4-methoxybenzyl)-1H-pyrazolo[4,3-b]pyridine CC1=C(C=CC=C1C)C1=C(C=C2C(=N1)C(=NN2CC2=CC=C(C=C2)OC)I)OC([2H])([2H])[2H]